COC1=CC=CC2=C1NC(=N2)NC(=S)NNC(=O)N2CCC(CC2)OC N-(7-methoxy-1H-benzo[d]imidazol-2-yl)-2-(4-methoxypiperidine-1-carbonyl)hydrazine-1-carbothioamide